S1C(=NC2=C1C=CC=C2)C(C)=O 1-(Benzo[d]thiazol-2-yl)ethan-1-one